The molecule is an imidazolidine-2,4-dione having a carboxymethyl group at the 5-position. It derives from a hydantoin. It is a conjugate acid of a L-5-carboxylatomethylhydantoin(1-). C([C@H]1C(=O)NC(=O)N1)C(=O)O